3-amino-5-cyanobenzeneboronic acid NC=1C=C(C=C(C1)C#N)B(O)O